4-(((6-Chloropyridazin-3-yl)oxy)methyl)-5-methyl-3-(6-methylpyridin-3-yl)isoxazole ClC1=CC=C(N=N1)OCC=1C(=NOC1C)C=1C=NC(=CC1)C